4-amino-1-((2R,4S,5R)-4-hydroxy-5-(hydroxymethyl)-5-(prop-1-yn-1-yl)tetrahydrofuran-2-yl)pyrimidin-2(1H)-one NC1=NC(N(C=C1)[C@@H]1O[C@]([C@H](C1)O)(C#CC)CO)=O